6-(7-((3,3-difluoro-1-piperidinyl)carbonyl)-2-quinoxalinyl)-2-methyl-1(2H)-isoquinolinone FC1(CN(CCC1)C(=O)C1=CC=C2N=CC(=NC2=C1)C=1C=C2C=CN(C(C2=CC1)=O)C)F